ClC1=C2N(C(N(C2=NC=N1)[C@H]1CN(CC1)C(=O)OC(C)(C)C)=O)C1=CC=C(C=C1)OC1=CC=CC=C1 tert-butyl (3R)-3-[6-chloro-8-oxo-7-(4-phenoxyphenyl)-7,8-dihydro-9H-purin-9-yl]pyrrolidine-1-carboxylate